(1,3-bis(2,6-diisopropylphenyl)imidazolidin-2-ylidene)gold(I) chloride C(C)(C)C1=C(C(=CC=C1)C(C)C)N1C(N(CC1)C1=C(C=CC=C1C(C)C)C(C)C)=[Au-2]Cl